4-[[2-[3-iodo-1-[(4-methoxyphenyl)methyl]indazol-6-yl]acetyl]amino]-N-[1-(trifluoromethyl)cyclopropyl]pyridine-2-carboxamide IC1=NN(C2=CC(=CC=C12)CC(=O)NC1=CC(=NC=C1)C(=O)NC1(CC1)C(F)(F)F)CC1=CC=C(C=C1)OC